1-(2-(2-benzothiazolyl)phenyl)-5-(4-trifluoromethoxyphenyl)-1,4-pentadien-3-one S1C(=NC2=C1C=CC=C2)C2=C(C=CC=C2)C=CC(C=CC2=CC=C(C=C2)OC(F)(F)F)=O